1,1-dibromo-1-propene BrC(=CC)Br